OC1C2N(C(O1)C1=CC=CC=C1)C(CC2)=O hydroxy-3-phenyltetrahydro-3H,5H-pyrrolo[1,2-c]oxazol-5-one